tert-butyl N-methyl-N-[(2S)-2-[2-methyl-4-(1-tetrahydropyran-2-yl-3-vinyl-indazol-5-yl)pyrazol-3-yl]oxypropyl]carbamate CN(C(OC(C)(C)C)=O)C[C@H](C)OC=1N(N=CC1C=1C=C2C(=NN(C2=CC1)C1OCCCC1)C=C)C